NC1=CC=C(C=C1)C(C(=O)NC(C)(C)C)N(C(C#C)=O)C1=CC=C(C(=O)N)C=C1 4-(N-(1-(4-Aminophenyl)-2-(tert-butylamino)-2-oxoethyl)propiolamido)-benzamide